C(C(O)CC(=O)O)(=O)O.NO hydroxylamine malate